(S)-4-ethoxy-N-(8-fluoro-2-methylimidazo[1,2-a]pyridin-6-yl)-2-(3-((methylamino)methyl)pyrrolidin-1-yl)pyrimidine-5-carboxamide C(C)OC1=NC(=NC=C1C(=O)NC=1C=C(C=2N(C1)C=C(N2)C)F)N2C[C@@H](CC2)CNC